C(C)(=O)C=1C(=C(C(=C(C1)Cl)C)C(CNC(OC(C)(C)C)=O)O)OC tert-butyl [2-(3-acetyl-5-chloro-2-methoxy-6-methylphenyl)-2-hydroxyethyl]carbamate